5-bromo-3-methyl-benzaldehyde BrC=1C=C(C=C(C=O)C1)C